C(C)N1C2=CC=CC=C2C=2C=C(C=CC12)N1N=NC=C1CCO 2-(1-(9-ethyl-9H-carbazol-3-yl)-1H-1,2,3-triazol-5-yl)ethan-1-ol